butyl 3-(piperazin-1-ylmethyl)azetidine-1-carboxylate N1(CCNCC1)CC1CN(C1)C(=O)OCCCC